Methyl 2-hydroxy-4-(1-methyl-1,4-diazepan-5-yl)benzoate dihydrochloride Cl.Cl.OC1=C(C(=O)OC)C=CC(=C1)C1NCCN(CC1)C